N1=CN=C(C2=C1NC=C2)N2CCSC(=C2)C(=O)N2C[C@@H](CCC2)NCC(=O)OC methyl (R)-(1-(4-(7H-pyrrolo[2,3-d]pyrimidin-4-yl)-3,4-dihydro-2H-1,4-thiazine-6-carbonyl)piperidin-3-yl)glycinate